5-bromo-2-(methoxymethyl)-1-methyl-6-(trifluoromethyl)-1H-benzo[d]imidazole BrC1=CC2=C(N(C(=N2)COC)C)C=C1C(F)(F)F